C(C)(C)N[C@@H]1CN(C[C@H]1OC)C(=O)OC(C)(C)C tert-Butyl (3R,4R)-3-(isopropylamino)-4-methoxypyrrolidine-1-carboxylate